ClC=1C=C2C(=NC=NC2=C(C1C1=CC(=CC2=CC=CC=C12)O)F)N1CCN(CC1)C(C=C)=O 1-(4-(6-chloro-8-fluoro-7-(3-hydroxy-naphthalen-1-yl)quinazolin-4-yl)piperazin-1-yl)prop-2-en-1-one